ClC1=NC(=CC(=N1)C=O)C=O 2-CHLOROPYRIMIDINE-4,6-DICARBALDEHYDE